FC(C1=CC=C(C=C1)C=1N=NN(C1)S(=O)(=O)C)(F)F 4-(4-trifluoromethylphenyl)-1-(methylsulfonyl)-1H-1,2,3-triazole